2-(2-aminopyridin-4-yl)-3-anilino-5-methyl-1,5,6,7-tetrahydro-4H-pyrrolo[3,2-c]pyridin-4-one NC1=NC=CC(=C1)C1=C(C=2C(N(CCC2N1)C)=O)NC1=CC=CC=C1